FC1=CC=C(C=C1)NC(=O)C1(COC1)C1=CC=C(C=C1)C=1C=[NH+]C(=CC1)C(F)(F)F N-(4-fluorophenyl)-3-[4-[6-(trifluoromethyl)pyridin-1-ium-3-yl]phenyl]oxetane-3-carboxamide